BrC1=C(C=CC=C1CSC1=NC(=C(C(=N1)OC)CN[C@@H](CO)C(=O)O)OC)C1=CC=CC=C1 ((2-(((2-bromo-[1,1'-biphenyl]-3-yl)methyl)thio)-4,6-dimethoxypyrimidin-5-yl)methyl)-L-serine